F[P-](F)(F)(F)(F)F.COC1=CCC(C=C1)=[N+]=[N-] p-methoxydiazobenzene hexafluorophosphate